(3R)-3-(4-chlorophenyl)-2-[(1S)-1-(4-chlorophenyl)ethyl]-3-{[(3S,4R)-4-hydroxyoxolane-3-yl]oxy}-6-(2-hydroxypropan-2-yl)-2,3-dihydro-1H-isoindol-1-one ClC1=CC=C(C=C1)[C@@]1(N(C(C2=CC(=CC=C12)C(C)(C)O)=O)[C@@H](C)C1=CC=C(C=C1)Cl)O[C@H]1COC[C@H]1O